2-Methoxy-4-(piperidin-4-yloxy)benzaldehyde COC1=C(C=O)C=CC(=C1)OC1CCNCC1